C(C)(C)(C)N1N=C(N(C1C=1C=NC=CC1)C(=O)OC(C)C1=CC=C2C(=N1)C(CO2)(C)C)N 1-(3,3-dimethyl-2,3-dihydrofuro[3,2-b]pyridin-5-yl)ethan-1-ol tert-butyl-3-amino-5-(pyridin-3-yl)-4H-1,2,4-triazole-4-carboxylate